O=[SH3]C(F)(F)F oxo-(trifluoromethyl)-lambda6-Sulfane